N-(2-methylimidazo[1,2-a]pyridin-6-yl)-4-(piperazin-1-yl)-2,3-dihydro-1H-pyrrolo[2,3-b]pyridine-1-carboxamide 2,2,2-trifluoroacetate FC(C(=O)O)(F)F.CC=1N=C2N(C=C(C=C2)NC(=O)N2CCC=3C2=NC=CC3N3CCNCC3)C1